2-(2,6-dioxopiperidin-3-yl)-5-(((R)-piperidin-3-yl)amino)isoindoline-1,3-dione O=C1NC(CCC1N1C(C2=CC=C(C=C2C1=O)N[C@H]1CNCCC1)=O)=O